O1CCN(CC1)[C] morpholinocarbon